CC(=CC(=O)NC1=CC=C(C=C1)[O-])C=CC=C(C=CC1=C(CCCC1(C)C)C)C 4-{N-[3,7-dimethyl-1-oxo-9-(2,6,6-trimethylcyclohex-1-enyl)nona-2,4,6,8-tetraenyl]amino}phenolate